C(C)(C)OC1=C(C=C(C=C1)S(=O)(=O)C)[N+](=O)[O-] 1-isopropoxy-4-(methylsulfonyl)-2-nitrobenzene